2-(4-bromophenyl)-5-(hydroxymethyl)pyrrolidine-1-carboxylate BrC1=CC=C(C=C1)C1N(C(CC1)CO)C(=O)[O-]